C1C(C2C3(O1)C(C(=O)O2)(OC4(C(=O)OC5C4(O3)OCC5O)O)O)O The molecule is an organic heteropentacyclic compound obtained by cyclodimerisation of ascorbic acid. It is an organic heteropentacyclic compound, a tetrol and a cyclic hemiketal.